C(#N)N=C(NCCCN(CCCCCCCC(=O)OC(CCCCCCCC)CCCCCCCC)CCCCCCOC(=O)OCCCCCCCCC)NC heptadecan-9-yl 8-((3-(2-cyano-3-methylguanidino)propyl)(6-(((nonyloxy)carbonyl)oxy)hexyl)amino)octanoate